boradioxanic acid B1(OOCCC1)C(=O)O